NC1=CC2=C(N(C([C@H](O2)C)=O)CC2=NC(=CC=C2)C(F)(F)F)C=C1 (2R)-7-amino-2-methyl-4-{[6-(trifluoromethyl)pyridin-2-yl]methyl}-2H-1,4-benzoxazin-3-one